[Si](C)(C)(C(C)(C)C)OC(C(OC1=C(C(=NC=C1)C(=C)C)[N+](=O)[O-])([2H])[2H])([2H])[2H] 4-(2-((tert-butyldimethylsilyl)oxy)ethoxy-1,1,2,2-d4)-3-nitro-2-(prop-1-en-2-yl)pyridine